5-amino-7-(2-(4-(2-fluoro-5-(oxazol-2-yl)phenyl)piperazin-1-yl)ethyl)-2-(pyridin-2-yl)-7H-pyrrolo[3,2-e][1,2,4]triazolo[1,5-c]pyrimidine-8-carboxylic acid NC1=NC2=C(C=3N1N=C(N3)C3=NC=CC=C3)C=C(N2CCN2CCN(CC2)C2=C(C=CC(=C2)C=2OC=CN2)F)C(=O)O